(S)-1-(1-(2,5-Dimethylphenoxy)-8-((1,1,1-trifluoropropan-2-yl)oxy)isoquinolin-6-yl)-4-ethyl-3-(hydroxymethyl)-1H-1,2,4-triazol-5(4H)-one CC1=C(OC2=NC=CC3=CC(=CC(=C23)O[C@H](C(F)(F)F)C)N2N=C(N(C2=O)CC)CO)C=C(C=C1)C